COC1=CC=CC(=N1)C(C)NC1=CC(=NC2=CC(=CC=C12)C1=CC=NN1)N N4-(1-(6-methoxypyridin-2-yl)ethyl)-7-(1H-pyrazol-5-yl)quinoline-2,4-diamine